N1CC(CC1)=O pyrrolidin-3-one